FC(N1N=C(C(=C1C(=O)O)C(F)(F)F)C1=CC=CC=C1)F 1-(difluoromethyl)-3-phenyl-4-(trifluoromethyl)-1H-pyrazole-5-carboxylic acid